N-[4-[6-(4-hydroxyphenyl)-1-tetrahydropyran-2-yl-indazol-4-yl]oxycyclohexyl]carbamic acid tert-butyl ester C(C)(C)(C)OC(NC1CCC(CC1)OC1=C2C=NN(C2=CC(=C1)C1=CC=C(C=C1)O)C1OCCCC1)=O